C(C)(C)(C)C=1C=C(C(=O)N=C2NCCN2)C=CC1NC1=C(C=CC=C1)C(NC(C)C)=O 3-tert-butyl-N-[(2E)-imidazolidin-2-ylidene]-4-({2-[(propan-2-yl)carbamoyl]phenyl}amino)benzamide